(R)-(4-(3-(8-(difluoromethyl)-2-methylimidazo[1,2-b]pyridazin-6-yl)thieno[2,3-b]pyrazin-6-yl)cyclohex-3-en-1-yl)carbamate FC(C=1C=2N(N=C(C1)C1=CN=C3C(=N1)SC(=C3)C3=CC[C@@H](CC3)NC([O-])=O)C=C(N2)C)F